BrC=1C=CC(=NC1)N1CCC(CC1)C1=CC=C(OCCN2CCOCC2)C=C1 4-{2-[4-(1-(5-bromopyridin-2-yl)piperidin-4-yl)phenoxy]ethyl}morpholine